CN1C(=NN=C1)C1(CC2(C1)CCC2)C=2C=C(C=CC2)N2C(C1=CC(=CC(=C1C2)C(F)(F)F)CNC2(CCC2)C)=O 2-(3-(2-(4-methyl-4H-1,2,4-triazol-3-yl)spiro[3.3]heptan-2-yl)phenyl)-6-(((1-methylcyclobutyl)amino)methyl)-4-(trifluoromethyl)isoindolin-1-one